(R)-2-methyl-N-((E)-(3-methylbicyclo[3.1.0]hexan-3-yl)methylene)propane-2-sulfinamide CC(C)(C)[S@@](=O)/N=C/C1(CC2CC2C1)C